C1([C@@H](O)[C@H](O)[C@@H](O)[C@H](O1)C(=O)O)C(=O)[C@H](O)[C@@H](O)[C@H](O)[C@@H](O)C(=O)O 1-idopyranosyluronic acid(l-iduronic acid)